BrC1=C(C=C(C=C1)C1=NN=C(O1)CN(C)C)COC 1-(5-(4-bromo-3-(methoxymethyl)phenyl)-1,3,4-oxadiazol-2-yl)-N,N-dimethylmethylamine